octadecyl acrylate C(C=C)(=O)OCCCCCCCCCCCCCCCCCC